N-cyclopropyl-2-(difluoromethoxy)-6-methoxy-4-[7-(3-pyrrolidin-1-ylpropoxy)imidazo[1,2-a]pyridin-3-yl]benzamide C1(CC1)NC(C1=C(C=C(C=C1OC)C1=CN=C2N1C=CC(=C2)OCCCN2CCCC2)OC(F)F)=O